FC(CN1CC(C(C1)C(=O)O)C(=O)O)F 1-(2,2-Difluoro-Ethyl)-Pyrrolidine-3,4-Dicarboxylic Acid